1-methylpiperidin-4-yl L-tryptophanate N[C@@H](CC1=CNC2=CC=CC=C12)C(=O)OC1CCN(CC1)C